t-butyl-peroxyhexyne C(C)(C)(C)OOC#CCCCC